O1C(CCC1)OCCCCOC1OCCC1 1,4-bis(2-tetrahydrofuranyloxy)butane